ClN1C(CCC1=O)=O N-Chloro-succinimide